(1S,3S,4S)-2-(2-bromo-9-hydroxy-9H-fluorene-9-carbonyl)-N-((S)-1-cyano-2-((S)-2-oxopiperidin-3-yl)ethyl)-5,5-difluoro-2-azabicyclo[2.2.2]octane-3-carboxamide BrC1=CC=2C(C3=CC=CC=C3C2C=C1)(C(=O)N1[C@@H]2CC([C@H]([C@H]1C(=O)N[C@@H](C[C@H]1C(NCCC1)=O)C#N)CC2)(F)F)O